C(C)C1=C(C(=O)NCCNC(=O)[C@H]2N(CCC2)C(=O)OC(C)(C)C)C=CC(=C1)NC=1C=2N(C=CN1)C(=CN2)C=2C(=NNC2)C(F)(F)F tert-butyl (2S)-2-[2-[[2-ethyl-4-[[3-[3-(trifluoromethyl)-1H-pyrazol-4-yl]imidazo[1,2-a]pyrazin-8-yl]amino]benzoyl]amino]ethylcarbamoyl]pyrrolidine-1-carboxylate